C1(=CC(=CC=C1)CS(=O)C=1OC2=C(N1)C=CC(=C2)Cl)C2=CC=CC=C2 2-(([1,1'-Biphenyl]-3-ylmethyl)sulfinyl)-6-chlorobenzo[d]oxazole